N1N=CC=C1 Z-pyrazole